CS(=O)(=O)C1=CC=C(C=C1)NC1=NC=C2C(=N1)N(N=C2)CC2CCC(CC2)C(=O)O (1s,4s)-4-((6-((4-(methylsulfonyl)phenyl)amino)-1H-pyrazolo[3,4-d]pyrimidin-1-yl)methyl)cyclohexane-1-carboxylic acid